C1(=CC=C(C2=CC=CC=C12)B(O)O)C1=CC2=CC=CC=C2C=C1 [1,2'-binaphthyl]-4-ylboronic acid